C(C)(C)(C)OC(=O)N1C(CCC1)C=1N(C2=CC(=CC=C2C(C1I)=O)Cl)C(C)C (7-chloro-3-iodo-1-isopropyl-4-oxo-1,4-dihydroquinolin-2-yl)pyrrolidine-1-carboxylic acid tert-butyl ester